C1(CC1)NS(=O)(=O)NC1=NN2C(N=CC=C2)=C1C(=O)NC(C)C=1N(C(C2=C(C=CC=C2C1)C#C)=O)C1=CC=CC=C1 2-((N-cyclopropylsulfamoyl)amino)-N-(1-(8-ethynyl-1-oxo-2-phenyl-1,2-dihydroisoquinolin-3-yl)ethyl)pyrazolo[1,5-a]pyrimidine-3-carboxamide